6-hydroxyethoxy-1,3-diaminobenzene OCCOC1=CC=C(C=C1N)N